OC1=NC(=NC2=CC(=C(C=C12)C1=CC(N(C=C1)CCCCC(=O)OCC1=CC=CC=C1)=O)C)C Benzyl (3-(4-(4-hydroxy-2,7-dimethylquinazolin-6-yl)-2-oxopyridin-1(2H)-yl)propyl)(methyl)carboxylate